CN(C(=O)C1CC2N(CCCC2N1C(=O)OC(C)(C)C)C(=O)OCC1=CC=CC=C1)C=1C=C(C=CC1)C cis-4-benzyl 1-(tert-butyl) 2-(methyl(m-tolyl)carbamoyl)hexahydro-1H-pyrrolo[3,2-b]pyridine-1,4(2H)-dicarboxylate